C(C)(C)(C)OCCC(C(=O)NC1=CC2=CN(N=C2C=C1)C)N1C(C=C(C(=C1)OC)C1=C(C=CC(=C1)Cl)C1=CN=CO1)=O 4-tert-butoxy-2-{4-[5-chloro-2-(1,3-oxazol-5-yl)phenyl]-5-methoxy-2-oxopyridin-1(2H)-yl}-N-(2-methyl-2H-indazol-5-yl)butanamide